ClC1=CC=C(N=N1)NC(=O)NC1C(N(CCC1)C1=C(C=C(C=C1)C1=C(C=CC=C1)S(=O)(=O)C)F)=O (6-Chloropyridazin-3-yl)-3-(1-(3-fluoro-2'-(methylsulfonyl)-[1,1'-biphenyl]-4-yl)-2-oxopiperidin-3-yl)urea